N-(3-(5-(2-chloro-4-(methoxymethoxy)phenyl)-1H-pyrrolo[2,3-b]pyridine-3-carbonyl)-2,4-difluorophenyl)propane-1-sulfonamide ClC1=C(C=CC(=C1)OCOC)C=1C=C2C(=NC1)NC=C2C(=O)C=2C(=C(C=CC2F)NS(=O)(=O)CCC)F